3-(3-((4-fluoro-2,2-dioxido-1,3-dihydrobenzo[c]thiophen-5-yl)amino)-1H-pyrazol-5-yl)cyclopentyl (3-methyloxetan-3-yl)carbamate CC1(COC1)NC(OC1CC(CC1)C1=CC(=NN1)NC1=C(C2=C(CS(C2)(=O)=O)C=C1)F)=O